N-(4-amino-1,3-dihydrofuro[3,4-c]pyridin-7-yl)-2-(3-(benzo[d]thiazol-5-yl)-7-fluoro-3,4-dihydroisoquinolin-2(1H)yl)-2-oxoacetamide NC1=NC=C(C2=C1COC2)NC(C(=O)N2CC1=CC(=CC=C1CC2C=2C=CC1=C(N=CS1)C2)F)=O